6-[(4-cyanopyridin-2-yl)amino]-4-{[3-methoxy-4-(2-methyl-2H-1,2,3,4-tetrazol-5-yl)pyridin-2-yl]amino}-N-(2H3)methylpyridin-3-carboxamide C(#N)C1=CC(=NC=C1)NC1=CC(=C(C=N1)C(=O)NC([2H])([2H])[2H])NC1=NC=CC(=C1OC)C=1N=NN(N1)C